N-(5-chloro-7-cyclopropyl-1-(tetrahydro-2H-pyran-2-yl)-1H-indazol-3-yl)-4-fluorobenzamide ClC=1C=C2C(=NN(C2=C(C1)C1CC1)C1OCCCC1)NC(C1=CC=C(C=C1)F)=O